N-((5-fluoro-6-(isoxazol-3-ylmethoxy)-1H-indol-2-yl)methyl)cyclopropanecarboxamide FC=1C=C2C=C(NC2=CC1OCC1=NOC=C1)CNC(=O)C1CC1